4-(3-Chloro-4-ethoxy-2-fluorophenyl)-5-[4-[(3S)-1-(3-fluoropropyl)pyrrolidin-3-yl]oxyphenyl]-2,3-dihydro-1-benzothiepin-8-ol ClC=1C(=C(C=CC1OCC)C=1CCSC2=C(C1C1=CC=C(C=C1)O[C@@H]1CN(CC1)CCCF)C=CC(=C2)O)F